N1[C@@H](CC2=CC=CC=C12)CO (S)-indoline-2-methanol